BrC1=NC=C(C=N1)CBr 2-bromo-5-(bromomethyl)pyrimidine